FC(C=1C(=C(C=CC1)[C@@H](C)NC1=NN(C(C=2C1=CN(C(C2)=O)C21COC(C2)(C1)CF)=O)C)F)F (R)-4-((1-(3-(difluoromethyl)-2-fluorophenyl)ethyl)amino)-6-(1-(fluoromethyl)-2-oxabicyclo[2.1.1]hexan-4-yl)-2-methyl-2,6-dihydropyrido[3,4-d]pyridazine-1,7-dione